((1r,3r)-3-((4-methoxy-5-(quinolin-6-yl)pyrrolo[2,1-f][1,2,4]triazin-2-yl)amino)-1-methylcyclobutyl)(pyrrolidin-1-yl)methanone COC1=NC(=NN2C1=C(C=C2)C=2C=C1C=CC=NC1=CC2)NC2CC(C2)(C)C(=O)N2CCCC2